BrC1=NN=C2N1C1=CC=C(C=C1C(=N2)N(C2=CC=CC=C2)C)F bromo-7-fluoro-N-methyl-N-phenyl-[1,2,4]triazolo[4,3-a]quinazolin-5-amine